C(C1=CC=CC=C1)C1CC2(C1)CCN(CC2)C(=O)C2CC(C2)(C)O (2-Benzyl-7-azaspiro[3.5]nonan-7-yl)((1s,3s)-3-hydroxy-3-methylcyclobutyl)methanon